COC1=C2C(C(=C(OC2=CC(=C1)OC)C1=CC(=C(C(=C1)OC)OC)OC)OCCCSC1=NC2=C(N1S(=O)(=O)C1=CC=C(C=C1)OC)C=CC=C2)=O 5,7-dimethoxy-3-(3-((1-((4-methoxyphenyl)sulfonyl)-1H-benzimidazol-2-yl)thio)propoxy)-2-(3,4,5-trimethoxyphenyl)-4H-chromen-4-one